CC=1C=C(C=C(C1)C)P(C=1N=C2C=CC=CC2=C2C=CC=CC12)(C1=CC(=CC(=C1)C)C)=O Bis(3,5-dimethylphenyl)(phenanthridin-6-yl)phosphine oxide